4-(7-(N-(1-cyanocyclopropyl)sulfamoyl)-9-(5-(difluoromethyl)-1,3,4-thiadiazol-2-yl)-9H-pyrimido[4,5-b]indol-4-yl)-N,N-dimethylpiperidine-1-carboxamide C(#N)C1(CC1)NS(=O)(=O)C1=CC=C2C3=C(N(C2=C1)C=1SC(=NN1)C(F)F)N=CN=C3C3CCN(CC3)C(=O)N(C)C